(pyrazolo[1,5-a]pyrimidin-5-yl)methanone N1=CC=C2N1C=CC(=N2)C=O